tris(methylphenyl)phosphonium tetra(pentafluorophenyl)borate FC1=C(C(=C(C(=C1[B-](C1=C(C(=C(C(=C1F)F)F)F)F)(C1=C(C(=C(C(=C1F)F)F)F)F)C1=C(C(=C(C(=C1F)F)F)F)F)F)F)F)F.CC1=C(C=CC=C1)[PH+](C1=C(C=CC=C1)C)C1=C(C=CC=C1)C